(R)- or (S)-N-((1-(4-(trifluoromethyl)phenyl)-1,2,3,4-tetrahydro-1,5-naphthyridin-3-yl)methyl)acetamide FC(C1=CC=C(C=C1)N1C[C@H](CC2=NC=CC=C12)CNC(C)=O)(F)F |o1:10|